ClC1=CC=CC2=C1N=C(O2)[C@@H]2N(C[C@H](CC2)NC(COC2=CC(=C(C=C2)Cl)F)=O)C(=O)OC(C)(C)C tert-butyl (2R,5S)-2-(4-chloro-1,3-benzoxazol-2-yl)-5-[2-(4-chloro-3-fluorophenoxy)acetamido]piperidine-1-carboxylate